N,N-bis(2-ethylhexyl)-2,4,5-trioxo-5-phenylpentanamide C(C)C(CN(C(C(CC(C(C1=CC=CC=C1)=O)=O)=O)=O)CC(CCCC)CC)CCCC